magnesium L-threonate tert-butyl-N-[4-(2-bromoacetyl)pyrimidin-2-yl]carbamate C(C)(C)(C)N(C([O-])=O)C1=NC=CC(=N1)C(CBr)=O.O=C([C@H](O)[C@@H](O)CO)[O-].[Mg+2]